ClC=1C=CC(=C(C1)C1=CC(N(C=C1OC)C(C(=O)OC(C)(C)C)CCOC)=O)C1=NOCC1 tert-Butyl 2-{4-[5-chloro-2-(4,5-dihydro-1,2-oxazol-3-yl)phenyl]-5-methoxy-2-oxopyridin-1(2H)-yl}-4-methoxybutanoate